C(C1=CC=CC=C1)(=O)OC[C@@H]1O[C@@H]([C@@H]([C@H]([C@@H]1C1=C(C(=O)[O-])C=CC=C1)C1=C(C(=O)[O-])C=CC=C1)C1=C(C(=O)[O-])C=CC=C1)O (2R,3R,4S,5S,6S)-2-((benzoyloxy) methyl)-6-hydroxytetrahydro-2H-pyran-3,4,5-Tri-yltri-benzoate